methyl trans-4-((4-amino-3-fluorobenzyl)(methyl)amino)cyclohexane-1-carboxylate NC1=C(C=C(CN([C@@H]2CC[C@H](CC2)C(=O)OC)C)C=C1)F